ClC1=C(N=C2C(=N1)N(N=C2I)C2OCCCC2)CO [6-chloro-3-iodo-1-(oxan-2-yl)-1H-pyrazolo[3,4-b]pyrazin-5-yl]methanol